ClC1=C(COC2=C(SC=C2)C(=O)NC=2C=NC=CC2)C=C(C=C1)F 3-(2-chloro-5-fluorobenzyloxy)-N-(pyridin-3-yl)thiophene-2-carboxamide